CC(C(=O)O[C@H]1O[C@H]([C@@H]([C@H]([C@@H]1O)O)O)C1=CC(=C(C=C1)Cl)C1=CC=C(C=C1)OCC)CCCCCC ((2R,3S,4R,5R,6S)-6-(4-chloro-3-(4-ethoxyphenyl) phenyl)-3,4,5-trihydroxy tetrahydro-2H-pyran-2-yl) methyloctanoate